(2S,3S,4R,5R)-5-(6-(benzylamino)-2-ethyl-9H-purin-9-yl)-N-ethyl-3,4-dihydroxytetrahydrofuran-2-formamide C(C1=CC=CC=C1)NC1=C2N=CN(C2=NC(=N1)CC)[C@H]1[C@@H]([C@@H]([C@H](O1)C(=O)NCC)O)O